S(N)(=O)(=O)NC(=O)C1=CC2=CC=CC(=C2C=C1)C1=CC=C(C=C1)C(F)(F)F N-sulfamoyl-5-(4-(trifluoromethyl)phenyl)-2-naphthamide